C(CCCC=CCCCCCC)(=O)O 5-dodecenoic acid